(rac)-(2s,4s)-2-(1-(4-(tert-Butyl)phenyl)-3-azabicyclo[3.1.0]hexan-3-carbonyl)-7-oxa-5-azaspiro[3.4]octan-6-on C(C)(C)(C)C1=CC=C(C=C1)C12CN(CC2C1)C(=O)C1CC2(C1)NC(OC2)=O